2-methyl-2-(1H-pyrazol-4-yl)cyclopentan-1-one CC1(C(CCC1)=O)C=1C=NNC1